O=[Si]([O-])[O-] Oxosilanediolate